tert-butyl (1S,2R,3R,5R)-2-fluoro-3-([5-[2-(fluoromethoxy)-7-(methoxymethoxy)quinolin-6-yl]pyrazin-2-yl](methyl)amino)-8-azabicyclo[3.2.1]octane-8-carboxylate F[C@H]1[C@@H]2CC[C@H](C[C@H]1N(C)C1=NC=C(N=C1)C=1C=C3C=CC(=NC3=CC1OCOC)OCF)N2C(=O)OC(C)(C)C